C(C)OC(C1=CC=CC=C1)=O.[N+](=O)([O-])C1CCOOC1 2-nitro-4,5-dioxan ethyl-benzoate